tert-butyl 3-(ethoxymethyl)-3-phenethylazetidine-1-carboxylate C(C)OCC1(CN(C1)C(=O)OC(C)(C)C)CCC1=CC=CC=C1